2,3-DIFLUORO-4-ETHOXYPHENYLBORONIC ACID FC1=C(C=CC(=C1F)OCC)B(O)O